C(C)(C)(C)C1=NC(=CC(=C1)B1OC(C(O1)(C)C)(C)C)C(C)(C)C 2,6-di-tert-butyl-4-(4,4,5,5-tetramethyl-1,3,2-dioxaborolane-2-yl)pyridine